C(CCCCCCC=CCCCCCCCCC)(=O)OC 8-Octadecenoic acid, methyl ester